FC(C=1C=NC=C(C1)N1C[C@@H](CCC1)CN1C[C@@H](C([C@@H](C1)OCC1=CC=CC=C1)OCC1=CC=CC=C1)OCC1=CC=CC=C1)(F)F 3-(trifluoromethyl)-5-((S)-3-(((3S,4S,5R)-3,4,5-tris(benzyloxy)piperidin-1-yl)methyl)piperidin-1-yl)pyridine